C(C)[C@]1(C(OCC=2C(N3CC=4C(=NC=5C=C(C=C6C5C4[C@@H](CC6)NC(CO)=O)OC)C3=CC21)=O)=O)O N-((1R,9S)-9-ethyl-9-hydroxy-5-methoxy-10,13-dioxo-2,3,9,10,13,15-hexahydro-1H,12H-benzo[de]pyrano[3',4':6,7]indolizino[1,2-b]quinolin-1-yl)-2-hydroxyacetamide